6-(4-Tert-Butylphenoxy)Pyridin C(C)(C)(C)C1=CC=C(OC2=CC=CC=N2)C=C1